2-(((3,3-dibutyl-5-(4-fluorophenyl)-7-methylthio-1,1-dioxido-2,3,4,5-tetrahydrobenzo[b][1,4]thiazepin-8-yl)methyl)amino)acetic acid C(CCC)C1(CN(C2=C(S(C1)(=O)=O)C=C(C(=C2)SC)CNCC(=O)O)C2=CC=C(C=C2)F)CCCC